methyl (2E)-2-methoxyimino-2-[2-[[(E)-1-[3-(trifluoromethyl) phenyl]ethylideneamino]oxymethyl]phenyl]acetate CO\N=C(\C(=O)OC)/C1=C(C=CC=C1)CO/N=C(\C)/C1=CC(=CC=C1)C(F)(F)F